(-)-(R)-5-[2-[[2-(o-Ethoxyphenoxy)ethyl]amino]propyl]-2-methoxybenzenesulfonamide, monohydrochloride Cl.C(C)OC1=C(OCCN[C@@H](CC=2C=CC(=C(C2)S(=O)(=O)N)OC)C)C=CC=C1